tert-butyl (1-(5-((2-(azetidin-3-ylamino)-3-chloropyridin-4-yl)thio)pyrazin-2-yl)-4-methylpiperidin-4-yl)carbamate N1CC(C1)NC1=NC=CC(=C1Cl)SC=1N=CC(=NC1)N1CCC(CC1)(C)NC(OC(C)(C)C)=O